(S)-2-methoxy-5-(4-((1-(tetrahydro-2H-pyran-4-carbonyl)pyrrolidin-3-yl)amino)quinazolin-6-yl)nicotinic acid 4-chlorophenyl ester ClC1=CC=C(C=C1)OC(C1=C(N=CC(=C1)C=1C=C2C(=NC=NC2=CC1)N[C@@H]1CN(CC1)C(=O)C1CCOCC1)OC)=O